O1CCN(CC1)CCCOC1=CC(=CC2=C1NC=N2)C(=O)[O-] 7-(3-morpholinopropoxy)-1H-benzo[d]imidazole-5-carboxylate